5-(2,3-difluoropropyl)-4,6-dimethoxy-N,N-bis[(4-methoxyphenyl)methyl]pyrimidin-2-amine FC(CC=1C(=NC(=NC1OC)N(CC1=CC=C(C=C1)OC)CC1=CC=C(C=C1)OC)OC)CF